ClC=1C=C(NC=2C3=C(N=CN2)C=CC(=N3)N3CC(C3)N(C(C=C)=O)C)C=CC1Cl N-[1-[4-(3,4-dichloroanilino)pyrido[3,2-d]pyrimidin-6-yl]azetidin-3-yl]-N-methyl-prop-2-enamide